4-(5-fluoropyridin-2-yl)-N-(5-hydroxypyrimidin-2-yl)-piperidine-1-carboxamide FC=1C=CC(=NC1)C1CCN(CC1)C(=O)NC1=NC=C(C=N1)O